C(C1=CC=CC=C1)[Sn](Cl)(Cl)Cl benzyltin trichloride